(2S)-3-(5-bromo-1-benzofuran-3-yl)-2-[(3R)-1-[(tert-butyloxy)carbonyl]pyrrolidin-3-yl]propanoic acid BrC=1C=CC2=C(C(=CO2)C[C@H](C(=O)O)[C@@H]2CN(CC2)C(=O)OC(C)(C)C)C1